(1r,2s)-N-(4-(2,6-dimethoxyphenyl)-5-(3-pyridyl)-4H-1,2,4-triazol-3-yl)-1-methoxy-1-(5-methyl-2-pyrimidinyl)-2-propanesulfonamide COC1=C(C(=CC=C1)OC)N1C(=NN=C1C=1C=NC=CC1)NS(=O)(=O)[C@H]([C@@H](C1=NC=C(C=N1)C)OC)C